C(C)OC(CCCOC1=C(C=C(C=C1F)B1OC(C(O1)(C)C)(C)C)Cl)=O 4-[2-Chloro-6-fluoro-4-(4,4,5,5-tetramethyl-1,3,2-dioxaborolan-2-yl)phenoxy]butanoic acid ethyl ester